[N+](=O)([O-])C(CC)C(C)ON([C@H](CC1=CC=C(C=C1)O)C(=O)O)C(C1=CC=CC=C1)=O N-(3-nitro-4-pentyloxy)benzoyl-D-tyrosine